2-[2-(3-methoxyphenyl)[1,2,4]triazolo[1,5-c]quinazolin-5-yl]-D-phenylalaninamide COC=1C=C(C=CC1)C1=NN2C(=NC=3C=CC=CC3C2=N1)C1=C(C[C@@H](N)C(=O)N)C=CC=C1